racemic-1-(6-ethylimidazo[1,5-a]pyrazin-5-yl)prop-2-yn-1-ol C(C)C=1N=CC=2N(C1[C@@H](C#C)O)C=NC2 |r|